N-(4-phenyl-n-butyl)fumaric acid amide C1(=CC=CC=C1)CCCCNC(\C=C\C(=O)O)=O